P(=O)(OC[C@H]1O[C@H](C[C@@H]1O)N1C2=NC(=NC=C2N=C1)N)(OCCCC)O ((2R,3S,5R)-5-(2-amino-9H-purin-9-yl)-3-hydroxytetrahydrofuran-2-yl)-methyl butyl hydrogen phosphate